N-[6-Chloro-5-methyl-4-(propan-2-yl)pyridazin-3-yl]-1,3-benzothiazol-2-amine ClC1=C(C(=C(N=N1)NC=1SC2=C(N1)C=CC=C2)C(C)C)C